1-(3-buten-1-yloxy)-3-(propargyloxy)-2-propanol dichlorophosphate P(=O)(Cl)(Cl)OC(COCCC=C)COCC#C